CC1=CC=C(C=C1)S(=O)(=O)NC1=C(C=CC=C1)C=C 4-methyl-N-(2-vinylphenyl)benzenesulfonamide